C[C@@H]1N(CC1)C=1N=C(C2=C(N1)CCC2)C2=CC=C(C(=O)N)C=C2 4-[2-[(2S)-2-methylazetidin-1-yl]-6,7-dihydro-5H-cyclopenta[d]pyrimidin-4-yl]benzamide